Cl.FC=1C=C(OC2CC(C2)N)C=C(C1OC)F (1r,3r)-3-(3,5-difluoro-4-methoxyphenoxy)cyclobutane-1-amine hydrochloride